N[C@H](C(=O)O)C1=CC=C(C=C1)F (S)-amino(4-fluorophenyl)acetic acid